FC1=CC=C(C=C1)N1N=CC2=CC(=C(C=C12)C)C12C(CN(C1)S(=O)(=O)C=1C=NN(C1)C)CC(C2)(C2=CC=CC=C2)OC 1-(4-Fluorophenyl)-5-(5-methoxy-2-((1-methyl-1H-pyrazol-4-yl)sulfonyl)-5-phenylhexahydrocyclopenta[c]pyrrol-3a(1H)-yl)-6-methyl-1H-indazole